CC1SCC(C1=O)C 2,4-dimethyltetrahydrothiophen-3-one